C1(=CC=CC2=CC=CC=C12)OC1=CC=CC2=CC=CC=C12 naphthalyl ether